C(C)C1=C(C=C(C=C1)OC)OC 1-Ethyl-2,4-dimethoxybenzene